3-((3-chlorophenyl)ethynyl)-1-methyl-1H-pyrazolo[3,4-b]pyridine ClC=1C=C(C=CC1)C#CC1=NN(C2=NC=CC=C21)C